3,3'-(butane-1,4-diyl)-bis(1-vinyl-3-imidazolium) C(CCC[N+]1=CN(C=C1)C=C)[N+]1=CN(C=C1)C=C